FC(C(=O)O)(F)F.NC=1C(=NC(=CN1)C1=C(C=CC(=C1)C(C(F)(F)F)(C(=O)N)O)C)C(=O)NCCC#N 3-amino-6-(5-(3-amino-1,1,1-trifluoro-2-hydroxy-3-oxopropan-2-yl)-2-methylphenyl)-N-(2-cyanoethyl)pyrazine-2-carboxamide trifluoroacetate